ONC(C=CCCC=CC(=O)NO)=O N,N'-dihydroxyethylenebisacrylamide